[Cl-].OC(C[N+](C)(C)CCCNC(CN(CCCCNC(C(=C)C)=O)C)=O)C[N+](C)(C)C.[Cl-] 2-hydroxy-N1-(3-(2-((3-methacrylamidopropyl)dimethylamino)-acetamido)propyl)-N1,N1,N3,N3,N3-pentamethylpropane-1,3-diaminium chloride